FC1(CCC2=C1N=C(N=C2C2=CC1=C(C(N[C@@H](CO1)C)=O)C=C2)N2[C@H]([C@@H](C2)O)C)F (R)-8-(7,7-difluoro-2-((2S,3R)-3-hydroxy-2-methylazetidin-1-yl)-6,7-dihydro-5H-cyclopenta[d]pyrimidin-4-yl)-3-methyl-3,4-dihydrobenzo[f][1,4]oxazepin-5(2H)-one